tert-Butyl ((1s,3s)-3-((1-(4-(cyclopropanesulfonamido)-2-methoxyphenyl)-6-(pyrazolo[1,5-a]pyrimidin-3-yl)-1H-pyrazolo[4,3-c]pyridin-3-yl)amino)cyclobutyl)carbamate C1(CC1)S(=O)(=O)NC1=CC(=C(C=C1)N1N=C(C=2C=NC(=CC21)C=2C=NN1C2N=CC=C1)NC1CC(C1)NC(OC(C)(C)C)=O)OC